2-Fluoroadenine FC1=NC(=C2NC=NC2=N1)N